6-(2,5-dichloropyrimidin-4-yl)-2-(3,3-difluorocyclopentyl)-4-fluoro-1-isopropyl-1H-benzo[d]imidazole ClC1=NC=C(C(=N1)C=1C=C(C2=C(N(C(=N2)C2CC(CC2)(F)F)C(C)C)C1)F)Cl